5-(2-(4-((2-((3aR,6aS)-5-(1-(azetidin-3-yl)piperidin-4-yl)hexahydropyrrolo[3,4-c]pyrrol-2(1H)-yl)pyrimidin-4-yl)methoxy)phenyl)propan-2-yl)-3-chloro-2-(2-chloroethoxy)benzonitrile N1CC(C1)N1CCC(CC1)N1C[C@@H]2[C@H](C1)CN(C2)C2=NC=CC(=N2)COC2=CC=C(C=C2)C(C)(C)C=2C=C(C(=C(C#N)C2)OCCCl)Cl